[Sn].[Zr].[La].[Pb] lead-lanthanum-zirconium-tin